1-{2,6-difluoro-4-[4-(3-methoxy-propoxy)-pyrimidin-2-yl]Phenyl}-piperidine FC1=C(C(=CC(=C1)C1=NC=CC(=N1)OCCCOC)F)N1CCCCC1